C1(=CC=CC=C1)C[C@@H](\C=C\C1=NC=CC=N1)NC(OC(C)(C)C)=O tert-butyl (S,E)-(1-phenyl-4-(pyrimidin-2-yl)but-3-en-2-yl)carbamate